(S,E)-N-(2-(Dimethylamino)-3-(4-hydroxyphenyl)propyl)-3-(m-tolyl)acrylamide CN([C@H](CNC(\C=C\C=1C=C(C=CC1)C)=O)CC1=CC=C(C=C1)O)C